(5-amino-8-(2-hydroxyethyl)-5,6,7,8-tetrahydro-1,8-naphthyridin-2-yl)phosphonic acid hydrochloride Cl.NC1C=2C=CC(=NC2N(CC1)CCO)P(O)(O)=O